(S,E)-N-(2-methoxy-5-(4-(2-methyl-4-(4-oxopent-2-enoyl)piperazin-1-yl)quinazolin-6-yl)pyridin-3-yl)-2,4-dimethyl-thiazole-5-sulfonamide COC1=NC=C(C=C1NS(=O)(=O)C1=C(N=C(S1)C)C)C=1C=C2C(=NC=NC2=CC1)N1[C@H](CN(CC1)C(\C=C\C(C)=O)=O)C